FC1=C(N(N=C1)CCCOC1OCCCC1)C(=O)N 4-fluoro-2-(3-tetrahydropyran-2-yloxypropyl)pyrazole-3-carboxamide